N-[[4,5-dichloro-2-(prop-2-en-1-yloxy)phenyl][1-(2-hydroxyacetyl)piperidin-4-yl]methyl]-2-methylpropane-2-sulfinamide ClC1=CC(=C(C=C1Cl)C(NS(=O)C(C)(C)C)C1CCN(CC1)C(CO)=O)OCC=C